6-(3-Isopropyl-5-(1-(tetrahydrofuran-3-yl)azetidin-3-yl)-1H-indol-2-yl)-7,8-dimethyl-[1,2,4]triazolo[4,3-a]pyridin C(C)(C)C1=C(NC2=CC=C(C=C12)C1CN(C1)C1COCC1)C=1C(=C(C=2N(C1)C=NN2)C)C